N12CCC(CC1)C2 1-azabicyclo[2.2.1]heptan